N1=NC(=CC2=CC=CC=C12)C=1C=CC(=C(C1)O)C(C)C 5-(Cinnolin-3-yl)-2-isopropylphenol